tert-butyl rac-(3S)-6-(3,4-dimethylphenyl)-3-methyl-3,4-dihydro-2H-pyridine-1-carboxylate CC=1C=C(C=CC1C)C1=CC[C@@H](CN1C(=O)OC(C)(C)C)C |r|